C(C)(C)(C)OC(NCC1(CCN(CC1)C1=NC=CC(=N1)N)OC)=O (1-(4-aminopyrimidin-2-yl)-4-methoxypiperidin-4-yl)methyl-carbamic acid tert-butyl ester